N1=C(N=CC=C1)C1(CC1)NC(=O)[C@@H]1CNCC[C@@H]1NC(=O)C1=NOC(=C1)C1=C(C=C(C=C1)F)F |r| rac-(3R*,4S*)-4-{[5-(2,4-Difluoro-phenyl)-isoxazole-3-carbonyl]-amino}-piperidine-3-carboxylic Acid (1-pyrimidin-2-yl-cyclopropyl)-amide